3-(3-chloro-5-fluorophenylamino)-5'-fluoro-2-oxo-1,3'-bipiperidine-1'-carboxylic acid tert-butyl ester C(C)(C)(C)OC(=O)N1CC(CC(C1)F)N1C(C(CCC1)NC1=CC(=CC(=C1)F)Cl)=O